3-(1-(3-(2-methoxyphenyl)propyl)piperidin-3-yl)-1H-indol-4-ol COC1=C(C=CC=C1)CCCN1CC(CCC1)C1=CNC=2C=CC=C(C12)O